2'-chloro-3'-fluoro-N-(5-(((1S,3S)-3-hydroxycyclopentyl)oxy)-1,3,4-thiadiazol-2-yl)-5'-methoxy-6-methyl-(4,4'-bipyridine)-3-carboxamide ClC1=NC=C(C(=C1F)C1=C(C=NC(=C1)C)C(=O)NC=1SC(=NN1)O[C@@H]1C[C@H](CC1)O)OC